N-(1-(1-(tert-butoxycarbonyl)piperidin-4-yl)-1H-1,2,3-triazole-4-carbonyl)-O-(tertbutyldimethylsilyl)-L-serine C(C)(C)(C)OC(=O)N1CCC(CC1)N1N=NC(=C1)C(=O)N[C@@H](CO[Si](C)(C)C(C)(C)C)C(=O)O